ClC1=C(C=CC=C1)CCNCC 2-(2-chlorophenyl)-N-ethyl-ethane-1-amine